2-(2-thienyl)benzothiazole S1C(=CC=C1)C=1SC2=C(N1)C=CC=C2